C(C)OC(=O)C=1N=C2N(C(=CC=C2)C(F)(F)F)C1 5-(trifluoromethyl)imidazo[1,2-a]Pyridine-2-carboxylic acid ethyl ester